4'-bromo-2'-chloro-2-(methylsulfinyl)-1,1'-biphenyl BrC1=CC(=C(C=C1)C1=C(C=CC=C1)S(=O)C)Cl